CC(=CC)CCCC(C)C 3,7-dimethyloct-2-ene